FC1=C(C=CC(=C1)F)C=1N=C(SC1F)N 4-(2,4-difluorophenyl)-5-fluorothiazol-2-amine